S(=O)(=O)([O-])C1=CC=C(C)C=C1.S(=O)(=O)([O-])C1=CC=C(C)C=C1.[Na+].[Na+] sodium ditosylate